nitrohydroxylamine aluminum salt [Al].[N+](=O)([O-])NO